C(C)[C@H]1CN(CC1)C1=CC2=C(N(C(N2C)=O)C2C(NC(CC2)=O)=O)C=C1 3-[5-[(3R)-3-ethylpyrrolidin-1-yl]-3-methyl-2-oxo-benzimidazol-1-yl]piperidine-2,6-dione